C(C)C=1C=2C3=CN=C(C(OCC4=CC(=CC=C4C4=NN(C=C4CC2N(N1)C)C)F)=C3)N 3-ethyl-16-fluoro-5,10-dimethyl-20-oxa-4,5,10,11,23-pentaazapentacyclo[19.3.1.02,6.08,12.013,18]pentacosa-1(24),2(6),3,8,11,13,15,17,21(25),22-decaen-22-amine